2-(4-isobutylphenyl)-2-oxoacetic acid C(C(C)C)C1=CC=C(C=C1)C(C(=O)O)=O